(+)-1-(1-(3-amino-4-fluorophenyl)-3-cyclopropylpropyl)pyridin-2(1H)-one NC=1C=C(C=CC1F)C(CCC1CC1)N1C(C=CC=C1)=O